ClC1=CC(=CC2=C1N=C(S2)N2CCN(CC2)S(=O)(=O)C2=C(C=CC=C2)C(F)(F)F)C(=O)O chloro-2-[4-(2-trifluoromethylbenzenesulfonyl)-1-piperazinyl]benzothiazole-6-carboxylic acid